O1CCN(CC1)C=1OC=2C(=NC(=C(C2)N2C(OC=C2)C2=CC(=NC=C2)C)N2CCOCC2)N1 N-(2,5-dimorpholinooxazolo[4,5-b]pyridin-6-yl)-2-(2-methylpyridin-4-yl)oxazole